6-amino-2,3-difluoro-benzoic acid NC1=CC=C(C(=C1C(=O)O)F)F